C[C@H]1OS(O[C@@H]1C)=O (4R,5R)-4,5-dimethyl-1,3,2-dioxathiolane 2-oxide